C(C)(C)(C)N1CC=C(C=C1)NC(CC1=C(C=CC(=C1)C#N)O)=O N-tert.-Butyl-4-[[2-(5-cyano-2-hydroxyphenyl)acetyl]amino]pyridin